C(C)(=O)N1CCC2(CC1)NC(C=1N2C(C(=CC1Cl)NC1=NC=NC=C1)=O)=O acetyl-8-chloro-6-(pyrimidin-4-ylamino)-2H-spiro[imidazo[1,5-a]pyridine-3,4'-piperidine]-1,5-dione